[K].S1C=NC=C1 thiazole, potassium salt